FC1=C2CN(C(C2=CC=C1N(C1C(CCCC1)NC)C)=O)C1C(NC(CC1)=O)=O 3-(4-fluoro-5-(methyl(2-(methylamino)cyclohexyl)amino)-1-oxoisoindolin-2-yl)piperidine-2,6-dione